NC1=CC=C(C=C1)C=1C(=NC=C(C1)C=1C=NN(C1)C1CCOCC1)N 3-(4-aminophenyl)-5-(1-(tetrahydro-2H-pyran-4-yl)-1H-pyrazol-4-yl)pyridin-2-amine